NCC1=C(C=CC(=C1)Br)O 2-(aminomethyl)-4-bromo-phenol